9-((5-((2-chlorobenzyl)thio)-4-phenyl-4H-1,2,4-triazol-3-yl)methyl)-9H-carbazole ClC1=C(CSC=2N(C(=NN2)CN2C3=CC=CC=C3C=3C=CC=CC23)C2=CC=CC=C2)C=CC=C1